ClC1=NN=C(C2=CC=CC=C12)NC[C@@H]1N(CCC1)CC (R)-4-chloro-N-((1-ethylpyrrolidin-2-yl)methyl)phthalazine-1-amine